OC1(C[C@H](N(C1)C(=O)OC(C)(C)C)C(=O)OC)C(F)(F)F 1-(tert-butyl) 2-methyl (2S)-4-hydroxy-4-(trifluoromethyl)pyrrolidine-1,2-dicarboxylate